vinyl-monogeraniol C(=C)CC(C)=CCC\C(\C)=C\CO